N-(3-bromo-5-fluorophenyl)-8-chloro-N-methyltetrazolo[1,5-a]quinazolin-5-amine BrC=1C=C(C=C(C1)F)N(C1=NC=2N(C3=CC(=CC=C13)Cl)N=NN2)C